7-(3-methoxyphenyl)-3-(2-methoxyethyl)-1-((3-(trifluoromethyl)phenyl)sulfonyl)-2,3-dihydroquinazolin-4(1H)-one COC=1C=C(C=CC1)C1=CC=C2C(N(CN(C2=C1)S(=O)(=O)C1=CC(=CC=C1)C(F)(F)F)CCOC)=O